1-(4-(difluoromethoxy)-3-(2-methyloxazol-4-yl)phenyl)-3-methyl-1H-pyrazole-4-carboxylic acid ethyl ester C(C)OC(=O)C=1C(=NN(C1)C1=CC(=C(C=C1)OC(F)F)C=1N=C(OC1)C)C